N,N-dipropyl-9-iodo-2-aminocyclohepta[b]benzofuran hydrobromide Br.C(CC)N(C1=CC=C2C(=C3C(O2)=CC=CC(=C3)I)C1)CCC